S(C#N)CC=1SC2=C(N1)C=CC=C2 2-(thiocyanomethyl)-benzothiazole